(6S)-4,6,7,8-tetrahydro-4-oxopyrrolo[1,2-a]pyrimidine-6-carboxylic acid sodium salt [Na+].O=C1C=CN=C2N1[C@@H](CC2)C(=O)[O-]